propyl VINYL ETHER C(=C)OCCC